2-fluoro-5-cyanopyridine FC1=NC=C(C=C1)C#N